C1(CCCCC1)CN cyclohexane-methanamine